2-(4-(2-(2,6-dioxopiperidin-3-yl)-1,3-dioxoisoindolin-5-yl)piperazin-1-yl)-2-methylpropanal O=C1NC(CCC1N1C(C2=CC=C(C=C2C1=O)N1CCN(CC1)C(C=O)(C)C)=O)=O